OCCN(CCO)CCCCCCCC N,N-bis(2-hydroxyethyl)octylamine